4-(7-bromo-5-{[(3R)-2-oxopiperidin-3-yl]amino}[1,2,4]triazolo[1,5-c]quinazolin-2-yl)benzonitrile BrC1=CC=CC=2C=3N(C(=NC12)N[C@H]1C(NCCC1)=O)N=C(N3)C3=CC=C(C#N)C=C3